C(C)(C)(C)C1=CC=C(CCCC(CC)=O)C=C1 4-tert-butyl-benzyl-propione